[Pd](Cl)Cl.N=1C(N=CC1)=C1NC=CC=C1Cl imidazole-2-ylidene(3-chloropyridine) palladium dichloride